Cl.NC=1C=NN(C1)CC=1C=CC(=NC1)C1(CC1)O (5-((4-amino-1H-pyrazol-1-yl)methyl)pyridin-2-yl)cyclopropan-1-ol hydrochloride